2-((S)-1-acryloyl-4-(6-(8-chloro-1-naphthoyl)-2-(((S)-1-methylpyrrolidin-2-yl)methoxy)-6,7-dihydro-5H-pyrrolo[3,4-d]pyrimidin-4-yl)piperazin-2-yl)acetonitrile C(C=C)(=O)N1[C@H](CN(CC1)C=1C2=C(N=C(N1)OC[C@H]1N(CCC1)C)CN(C2)C(=O)C2=CC=CC1=CC=CC(=C21)Cl)CC#N